4,7-dibromo-2,1,3-benzothiadiazol-5-amine BrC1=C(C=C(C2=NSN=C21)Br)N